BrC=1C(=CC=2N(C1)N=CC2C2=CC=C(C(=N2)N2N=C(C=C2C)C#N)[C@H](C)O)OC 1-[6-(6-bromo-5-methoxypyrazolo[1,5-a]pyridin-3-yl)-3-[(1s)-1-hydroxyethyl]pyridin-2-yl]-5-methylpyrazole-3-carbonitrile